p-tolylpropionic acid methyl ester sulfur [S].COC(C(C)C1=CC=C(C=C1)C)=O